NCC(=O)N1C(C=2N(CC1)C(=C(N2)C2=CC(=C(C=C2)F)F)NC2=NC(=CC=C2)C(F)F)(C)C 2-amino-1-(3-((6-(difluoromethyl)pyridin-2-yl)amino)-2-(3,4-difluorophenyl)-8,8-dimethyl-5,6-dihydroimidazo[1,2-a]pyrazin-7(8H)-yl)ethan-1-one